C1(=CC=CC=C1)C1=CC=C(C=C1)O para-phenylphenol